NC1=CC(=C(C=C1)C1=CN=C(S1)[C@@H]1CC[C@H](CC1)NC(OC(C)C)=O)S(NC(CO)(C)C)(=O)=O trans-isopropyl N-[4-[5-[4-amino-2-[(2-hydroxy-1,1-dimethyl-ethyl)sulfamoyl] phenyl]thiazol-2-yl]cyclohexyl]carbamate